FC=1C=C(C=CC1C1=NN2C(N=C(C=C2C2=CC=CC=C2)C(=O)N2[C@@H](C3=CC=CC=C3CC2)C)=C1)C1C(C1)C(=O)O 2-(3-Fluoro-4-{5-[(1R)-1-methyl-1,2,3,4-tetrahydroisoquinoline-2-carbonyl]-7-phenylpyrazolo[1,5-a]pyrimidin-2-yl}phenyl)cyclopropane-1-carboxylic acid